2,3,4-tri-O-acetyl-α-D-glucuronic acid methyl ester trichloroacetimidate ClC(C(O)=N)(Cl)Cl.COC([C@@H]1[C@H]([C@@H]([C@H]([C@@H](O)O1)OC(C)=O)OC(C)=O)OC(C)=O)=O